N-methylbis(aminopropyl)amine CN(CCCN)CCCN